BrC=1C=C2C(=C(NC2=CC1)I)CC(CO[Si](C1=CC=CC=C1)(C1=CC=CC=C1)C(C)(C)C)(C)C 5-bromo-3-(3-((tert-butyldiphenylsilyl)oxy)-2,2-dimethylpropyl)-2-iodo-1H-indole